benzo[h]quinolin-10-ide N1=CC=CC2=CC=C3C(=C12)[C-]=CC=C3